OC1=CC=C2N=CC(=NC2=C1C)C=1C=NN(C1)CC1CCN(CC1)C(=O)OC(C)(C)C tert-butyl 4-[[4-(7-hydroxy-8-methyl-quinoxalin-2-yl)pyrazol-1-yl]methyl]piperidine-1-carboxylate